N1CCC(CC1)C=O piperidin-4-carboxaldehyde